NC1=C(C(N(C(=N1)OC)C)=O)NC 6-amino-2-methoxy-3-methyl-5-(methylamino)pyrimidin-4(3H)-one